4-(4-chloro-2-fluorophenyl)-7-methyl-2-((2R,4S)-2-(1-methyl-1H-pyrazol-4-yl)tetrahydro-2H-pyran-4-yl)pyrido[2,3-d]pyrimidine ClC1=CC(=C(C=C1)C=1C2=C(N=C(N1)[C@@H]1C[C@@H](OCC1)C=1C=NN(C1)C)N=C(C=C2)C)F